4-[(1R,3S)-6-methoxy-3-methyl-1,2,3,4-tetrahydroisoquinolin-1-yl]benzonitrile COC=1C=C2C[C@@H](N[C@@H](C2=CC1)C1=CC=C(C#N)C=C1)C